C(C1=CC(C(=O)N2C(C2)C)=CC=C1)(=O)N1C(C1)C isophthaloyl-bis(2-methyl-aziridine)